C1(=CC=C(N)C=C1)C1=CC=C(N)C=C1 Benzidin